[4-chloro-3-({[2-cyclopentyl-1-(3-phenylpropyl)-1H-pyrrole-3-yl]carbonyl}amino)phenyl]acetic acid ClC1=C(C=C(C=C1)CC(=O)O)NC(=O)C1=C(N(C=C1)CCCC1=CC=CC=C1)C1CCCC1